FC(C=1N=CC(=NC1)OC1CC2(CN(C2)C(=O)N2CC3(C2)NC(OC3)=O)CC1)(F)F 2-[6-[5-(trifluoromethyl)pyrazin-2-yl]oxy-2-azaspiro[3.4]octane-2-carbonyl]-7-oxa-2,5-diazaspiro[3.4]octan-6-one